CC1(C(C(C1C(=O)O)(C)C)C(=O)O)C 2,2,4,4-tetramethyl-1,3-cyclobutanedicarboxylic acid